2-(4-fluoro-2-methylphenoxy)-N-(2-methoxypyridin-4-yl)-5-(2-methylpropan-1-en-1-yl)-4-(trifluoromethyl)benzamide FC1=CC(=C(OC2=C(C(=O)NC3=CC(=NC=C3)OC)C=C(C(=C2)C(F)(F)F)C=C(C)C)C=C1)C